C(C(C)C)NC(=O)C=1C=NN(C1)CC=1SC(=CC1)C1=NOC(=N1)C(F)(F)F N-isobutyl-1-[[5-[5-(trifluoromethyl)-1,2,4-oxadiazol-3-yl]-2-thienyl]methyl]pyrazole-4-carboxamide